5-(5,6,7,8-tetrahydroimidazo[1,2-a]pyrazin-2-yl)isobenzofuran-1(3H)-one tert-butyl-2-(1-oxo-1,3-dihydroisobenzofuran-5-yl)-5,6-dihydroimidazo[1,2-a]pyrazine-7(8H)-carboxylate C(C)(C)(C)OC(=O)N1CC=2N(CC1)C=C(N2)C=2C=C1COC(C1=CC2)=O.N=2C(=CN1C2CNCC1)C=1C=C2COC(C2=CC1)=O